3-acetyl-N-(2-fluoro-3-(1-methyl-1H-pyrazol-4-yl)phenyl)-7-methoxyindolizine-1-carboxamide C(C)(=O)C1=CC(=C2C=C(C=CN12)OC)C(=O)NC1=C(C(=CC=C1)C=1C=NN(C1)C)F